5-{[3-(Hexyloxy)-1-phenyl-1H-pyrazol-4-yl]ethynyl}-3,3-dimethyl-2-phenyl-3H-indole C(CCCCC)OC1=NN(C=C1C#CC=1C=C2C(C(=NC2=CC1)C1=CC=CC=C1)(C)C)C1=CC=CC=C1